C(C)(C)C1C(CC(CC1)(C)C)O 2-isopropyl-5,5-dimethyl-cyclohexanol